6-{6-[(3s,5r)-3,5-dimethylpiperazin-1-yl]pyridazin-3-yl}-2'-methoxy[3,4'-bipyridin]-5-ol C[C@H]1CN(C[C@H](N1)C)C1=CC=C(N=N1)C1=C(C=C(C=N1)C1=CC(=NC=C1)OC)O